N-ethyl-N-(2-chloroethyl)pyrrolidinium C(C)[N+]1(CCCC1)CCCl